C1=CC(=CC=C1O)OS(=O)(=O)O The molecule is an aryl sulfate that is quinol (hydroquinone) with one of the two hydroxy groups substituted by a sulfo group. It has a role as a human xenobiotic metabolite and a marine xenobiotic metabolite. It is an aryl sulfate and a member of phenols. It derives from a hydroquinone. It is a conjugate acid of a quinol sulfate(1-).